CO[Si](CCCN(CCN(CCC[Si](OC)(OC)OC)CCO)CCO)(OC)OC N,N'-bis(hydroxyethyl)-N,N'-bis(trimethoxysilylpropyl)ethylenediamine